BrC=1C=C2CCC(C2=CC1C)=O 5-bromo-6-methyl-1-indanone